N[C@H]1CN(CCC1)C1=C2C(=NC=C1)N(C(=N2)C2=CC(=C(C#N)C=C2)F)C2=CC=C(C=C2)C(C)C (R)-4-(7-(3-aminopiperidin-1-yl)-3-(4-isopropylphenyl)-3H-imidazo[4,5-b]pyridin-2-yl)-2-fluorobenzonitrile